{1,4,7-triazecane-1,7-diylbis[methylene(2-hydroxy-5-methyl-3,1-phenylene)carbonylazanediylmethylene]}bis(phosphonic acid) N1(CCNCCN(CCC1)CC=1C(=C(C=C(C1)C)C(=O)NCP(O)(O)=O)O)CC=1C(=C(C=C(C1)C)C(=O)NCP(O)(O)=O)O